ClC=1C=C(C=CC1Cl)CNC(C)=O N-[(3,4-dichlorophenyl)-methyl]acetamid